[(2R,3S,11bR)-9,10-dimethoxy-3-(2-methylpropyl)-1H,2H,3H,4H,6H,7H,11bH-pyrido[2,1-a]isoquinolin-2-yl]methyl 3-(diethylamino)propanoate C(C)N(CCC(=O)OC[C@@H]1C[C@H]2N(CCC3=CC(=C(C=C23)OC)OC)C[C@H]1CC(C)C)CC